methyl 5-(2-(1H-pyrazolo[3,4-b]pyridin-1-yl)pyrazolo[5,1-b]thiazole-7-carboxamido)-6-methylnicotinate N1(N=CC=2C1=NC=CC2)C2=CN1C(S2)=C(C=N1)C(=O)NC=1C(=NC=C(C(=O)OC)C1)C